N-(5-methyl-5,6,7,8-tetrahydroquinolin-4-yl)carbamic acid tert-butyl ester C(C)(C)(C)OC(NC1=CC=NC=2CCCC(C12)C)=O